FC1=C(COC2=CC=C(C=C2)C2=NOC(=C2)[C@@H]([C@@](CN2N=CN=C2)(O)C2=C(C=C(C=C2)F)F)C)C=C(C=C1)F (2R,3R)-3-(3-(4-(2,5-difluorobenzyloxy)phenyl)isoxazol-5-yl)-2-(2,4-difluorophenyl)-1-(1H-1,2,4-triazol-1-yl)butan-2-ol